C1(CC1)CCN1N=CN=C1C(=O)OC methyl 1-(cyclopropyl ethyl)-1H-1,2,4-triazole-5-carboxylate